(1R*,2S*,5S*)-2-hydroxy-8-oxabicyclo[3.2.1]octan-3-one oxime O[C@@H]1[C@H]2CC[C@@H](CC1=NO)O2 |o1:1,2,5|